[N].C1(CCCCC1)[NH2+]C1CCCCC1.N(=[N+]=[N-])[C@H](C(=O)[O-])CC1=CC=CC=C1 (S)-2-azido-3-phenylpropionic acid (dicyclohexylammonium) salt Nitrogen